(2-(2-(but-2-en-2-yl)naphthalen-1-yl)-4-chlorophenyl)diphenylphosphine CC(=CC)C1=C(C2=CC=CC=C2C=C1)C1=C(C=CC(=C1)Cl)P(C1=CC=CC=C1)C1=CC=CC=C1